3-(2-nitroprop-1-en-1-yl)benzene (1-(1-(cis-4-(tert-butyl)cyclohexyl)piperidin-4-yl)-3-((methoxyimino)methyl)-1H-indol-2-yl)methyl-carbamate C(C)(C)(C)[C@H]1CC[C@H](CC1)N1CCC(CC1)N1C(=C(C2=CC=CC=C12)C=NOC)CNC(O)=O.[N+](=O)([O-])C(=CC=1C=CC=CC1)C